8-(2-(4H-1,2,4-triazol-4-yl)ethoxy)-N-(2-((3S,4R)-3-fluoro-4-methoxypiperidin-1-yl)pyrimidin-4-yl)-5-isopropyl-2,6-naphthyridin-3-amine N=1N=CN(C1)CCOC=1C=NC(=C2C=C(N=CC12)NC1=NC(=NC=C1)N1C[C@@H]([C@@H](CC1)OC)F)C(C)C